methyl 1-(3-fluoro-4-[[2-(1-methylpiperidine-4-carbonyl)-1,6-naphthyridin-7-yl]amino]phenyl)pyrazole-3-carboxylate FC=1C=C(C=CC1NC1=NC=C2C=CC(=NC2=C1)C(=O)C1CCN(CC1)C)N1N=C(C=C1)C(=O)OC